CC1=CC=C(C=C1)S(=O)(=O)NC1=C(C=CC=C1)C1(OC(=NN1C1=CC=CC=C1)C1=CC=C(C=C1)C)C(F)(F)F 4-methyl-N-(2-(3-phenyl-5-(p-tolyl)-2-(trifluoromethyl)-2,3-dihydro-1,3,4-oxadiazol-2-yl)phenyl)benzenesulfonamide